[1-(2-Chloro-6-fluoro-phenyl)-piperidin-4-yl]-carbamic acid tert-butyl ester C(C)(C)(C)OC(NC1CCN(CC1)C1=C(C=CC=C1F)Cl)=O